5-chloro-2-(4-{[(3R)-1-methylpiperidin-3-yl]amino}imidazo[1,5-d][1,2,4]triazin-1-yl)phenol formate C(=O)OC1=C(C=CC(=C1)Cl)C=1C=2N(C(=NN1)N[C@H]1CN(CCC1)C)C=NC2